1-phenyl-3-(1-phenylethylamino)-1-propanone C1(=CC=CC=C1)C(CCNC(C)C1=CC=CC=C1)=O